N-{[3-(4-{[(3S,4R)-3-fluoro-1-methylpiperidin-4-yl]amino}-1-(2,2,2-trifluoroethyl)-1H-indol-2-yl)-1,2,4-oxadiazol-5-yl]methyl}-1-[(1R,2R)-2-fluorocyclopentyl]-1H-pyrrole-3-carboxamide F[C@H]1CN(CC[C@H]1NC1=C2C=C(N(C2=CC=C1)CC(F)(F)F)C1=NOC(=N1)CNC(=O)C1=CN(C=C1)[C@H]1[C@@H](CCC1)F)C